2-chloro-5-(2,3-dichlorophenyl)-6-methylpyrimidine-4-carbonitrile ClC1=NC(=C(C(=N1)C#N)C1=C(C(=CC=C1)Cl)Cl)C